S1C(=NC=C1)C=1C=C(C=CC1)CN (3-(thiazol-2-yl)phenyl)methylamine